Lanthanum Carbide [C-]#[C].[La]